C(C)OC(=O)ON=C(C(=O)C1=CC=CC=C1)C 1-phenyl-1,2-propanedione-2-(O-ethoxycarbonyloxime)